3,4-Difluoro-5-[[3-fluoro-2-(methylsulfamoylamino)pyridin-4-yl]methyl]-2-(4-iodo-2-methylanilino)benzamide FC=1C(=C(C(=O)N)C=C(C1F)CC1=C(C(=NC=C1)NS(NC)(=O)=O)F)NC1=C(C=C(C=C1)I)C